NC(C1=C(C(=CC(=C1)C(N)N)C(N)N)O)N 2,4,6-Tris(diaminomethyl)phenol